NC=1C=C(C=NC1C)NC(CN1CCC(CC1)(C)C)=O N-(5-amino-6-methylpyridin-3-yl)-2-(4,4-dimethylpiperidin-1-yl)acetamide